FC=1C=C(N)C=C(C1)OC1=CC(=CC=C1)C(F)(F)F 3-fluoro-5-(3-(trifluoromethyl)phenoxy)aniline